[6-(5-fluoro-3-pyridyl)-2-azaspiro[3.3]heptan-2-yl]-[6-[[6-(trifluoromethyl)-3-pyridyl]methyl]-2-azaspiro[3.3]heptan-2-yl]methanone FC=1C=C(C=NC1)C1CC2(CN(C2)C(=O)N2CC3(C2)CC(C3)CC=3C=NC(=CC3)C(F)(F)F)C1